BrC1=CC=C(C=C1)C1=NOC(C1)(CC(F)(F)F)C1=CC=CC=C1 3-(4-bromophenyl)-5-phenyl-5-(2,2,2-trifluoroethyl)-4,5-dihydroisoxazole